P(O)(=O)(OP(=O)(O)OP(=O)(O)O)OC[C@@H]1[C@H]([C@H]([C@@H](O1)N1C=NC=2C(NC)=NC=NC12)O)O N-methyladenosine 5'-triphosphate